2-(4-((tert-butyldimethylsilyl)oxy)-2-methylbutan-2-yl)-3-((dimethoxyphosphoryl)methyl)-5-methylphenyl diisopropyl phosphate P(=O)(OC1=C(C(=CC(=C1)C)CP(=O)(OC)OC)C(C)(CCO[Si](C)(C)C(C)(C)C)C)(OC(C)C)OC(C)C